N1(N=CC=C1)C1=CC=C(C2=C1N=CS2)B2OC(C(O2)(C)C)(C)C 4-(pyrazol-1-yl)-7-(4,4,5,5-tetramethyl-1,3,2-dioxaborolan-2-yl)-1,3-benzothiazole